(2S,4R)-methyl 4-hydroxypyrrolidine-2-carboxylate O[C@@H]1C[C@H](NC1)C(=O)OC